OC1(CC(C1)C(=O)N1CC2(C1)CCC(CC2)OC2=NC=CC(=C2)C(F)(F)F)C ((1s,3s)-3-Hydroxy-3-methylcyclobutyl)(7-((4-(trifluoromethyl)pyridin-2-yl)oxy)-2-azaspiro[3.5]nonan-2-yl)methanone